C(C)[C@]1(C(OCC=2C(N3CC=4C(=NC=5C=CC(=CC5C4CC)OC(=O)N4CCC(CC4)N4CCCCC4)C3=CC21)=O)=O)O (4S)-4,11-diethyl-4-hydroxy-9-[(4-piperidinopiperidino)carbonyloxy]-1H-pyrano[3',4':6,7]indolizino[1,2-b]quinoline-3,14(4H,12H)dione